5-Amino-2-fluoro-4-methylbenzoate NC=1C(=CC(=C(C(=O)[O-])C1)F)C